COC(=O)C=1C=CC2=C(N(C(=N2)CC2CC=C(CC2)C2=NC=C(C(=N2)O)F)CC2=CN=CN2CC)C1 ((1-ethyl-1H-imidazol-5-yl)methyl)-2-((4-(5-fluoro-4-hydroxypyrimidin-2-yl)cyclohex-3-en-1-yl)methyl)-1H-benzo[d]imidazole-6-carboxylic acid methyl ester